COC(CCC1=CC(=CC=C1)C(=O)C1=CN=C(N1)C1=CC(=CC=C1)OC=1C(=C2C=CNC2=CC1)CNC(C)(C)C)=O.BrC1=C(C=C(C=C1)C1=CC=C(C=C1)CCC)F 1-bromo-2-fluoro-4-(4-propylphenyl)benzene methyl-3-(3-(2-(3-((4-((tert-butylamino)methyl)-1H-indol-5-yl)oxy)phenyl)-1H-imidazole-5-carbonyl)phenyl)propanoate